2-allyl-1-(6-(2-hydroxypropan-2-yl)pyridin-2-yl)-1,2-dihydro-3H-pyrazolo[3,4-d]pyrimidin-3-one hydrochloride Cl.C(C=C)N1N(C2=NC=NC=C2C1=O)C1=NC(=CC=C1)C(C)(C)O